2-(trimethylsilyl)ethyl 4-oxocyclohexanecarboxylate O=C1CCC(CC1)C(=O)OCC[Si](C)(C)C